5-(1-(piperidin-4-yl)-1H-pyrazol-4-yl)-N-(pyridin-4-yl)-1H-indole-3-carboxamide hydrochloride Cl.N1CCC(CC1)N1N=CC(=C1)C=1C=C2C(=CNC2=CC1)C(=O)NC1=CC=NC=C1